methyl 2-[3-(2-chloropyrimidin-5-yl)-1,2-oxazol-5-yl]acetate ClC1=NC=C(C=N1)C1=NOC(=C1)CC(=O)OC